7-(2-((2-ethyl-6-(4-(2-hydroxyethyl)piperazin-1-yl)pyridin-3-yl)amino)-5-(trifluoromethyl)pyrimidin-4-yl)-2,3-dihydro-5H-thieno[3,2-e][1,4]oxathiepine 1,1-dioxide C(C)C1=NC(=CC=C1NC1=NC=C(C(=N1)C1=CC=2S(CCOCC2S1)(=O)=O)C(F)(F)F)N1CCN(CC1)CCO